FC(C(=O)[O-])(F)F.C1(CCCCC1)OC(=O)OCOC(C(=O)OC1CC2CCC(C1)[N+]21CCCC1)(C1=CC=CC=C1)C1=CC=CC=C1 3-(2-((((Cyclohexyloxy)carbonyl)oxy)methoxy)-2,2-diphenylacetoxy)spiro[bicyclo[3.2.1]octane-8,1'-pyrrolidin]-8-ium 2,2,2-trifluoroacetate